CC=1C2=C(SC1C(=O)N(CC=1OC(=CC1)C)CCC(=O)NC)C=CC(=C2)C2=CN(C(C=C2)=O)C 3-methyl-5-(1-methyl-6-oxo-1,6-dihydropyridin-3-yl)-N-(3-(methylamino)-3-oxopropyl)-N-((5-methylfuran-2-yl)methyl)benzo[b]thiophene-2-carboxamide